(3S)-1-[3-[5-[[1-(Trifluoromethyl)cyclopropyl]methylamino]pyrazin-2-yl]azetidine-1-carbonyl]pyrrolidine-3-carboxamide FC(C1(CC1)CNC=1N=CC(=NC1)C1CN(C1)C(=O)N1C[C@H](CC1)C(=O)N)(F)F